1-(4-((1R,5S)-3,8-diazabicyclo[3.2.1]octan-3-yl)-7-(8-chloronaphthalen-1-yl)-8-fluoropyrido[4,3-d]pyrimidin-2-yl)-3-methylazetidin-3-amine [C@H]12CN(C[C@H](CC1)N2)C=2C1=C(N=C(N2)N2CC(C2)(N)C)C(=C(N=C1)C1=CC=CC2=CC=CC(=C12)Cl)F